[C@@H]1([C@H](O)[C@H](O)[C@@H](CO)O1)N1C(=O)NC(=O)C=N1 6-azauridine